Cl.Cl.FC=1C=CC(=C(C(=O)N(C(C)C)C(C)C)C1)OC=1C(=NC=NC1)N1CC2(C1)CCN(CC2)CC2CCC(CC2)NS(=O)(=O)C 5-fluoro-N,N-diisopropyl-2-((4-(7-(((1r,4r)-4-(methylsulfonamido)cyclohexyl)methyl)-2,7-diazaspiro[3.5]nonan-2-yl)pyrimidin-5-yl)oxy)benzamide bis-hydrochloric acid salt